2-[[4-(1-methyl-pyrazol-3-yl)phenyl]methyl-amino]-5-(trifluoromethyl)-4H-[1,2,4]triazolo[1,5-a]pyrimidin-7-one CN1N=C(C=C1)C1=CC=C(C=C1)CNC1=NN2C(NC(=CC2=O)C(F)(F)F)=N1